CC1=CC=C(C=C1)NC(C(C(C)=O)=CC1=CC=C(C=C1)Cl)=O N-(4-methylphenyl)-2-[(4-chlorophenyl)methylene]-3-oxobutanamide